Methyl 2-((2-(3-((tert-butoxycarbonyl)(6-methoxy-3-nitropyridin-2-yl)amino)-propyl)-3,4-difluorophenyl)amino)-4-chloro-5-fluorobenzoate C(C)(C)(C)OC(=O)N(CCCC1=C(C=CC(=C1F)F)NC1=C(C(=O)OC)C=C(C(=C1)Cl)F)C1=NC(=CC=C1[N+](=O)[O-])OC